3-(indolin-1-ylsulfonyl)-N-(4-(N-(pyrimidin-2-yl)sulfamoyl)phenyl)benzamide N1(CCC2=CC=CC=C12)S(=O)(=O)C=1C=C(C(=O)NC2=CC=C(C=C2)S(NC2=NC=CC=N2)(=O)=O)C=CC1